C(C)(C)(C)N1CC(C1)N1C(C=2N(C=3N(C(C2C1)=O)N=C(C3)CC)CC(=O)NC3=NC=C(C=C3)F)=O tert-butyl-3-[2-ethyl-4-{2-[(5-fluoropyridin-2-yl)amino]-2-oxoethyl}-5,8-dioxo-5,8-dihydro-4H-pyrazolo[1,5-a]pyrrolo[3,4-d]pyrimidin-6(7H)-yl]azetidine